ClC1=CC(=CC2=C1N=C(S2)N2CC=1NC3=CC=C(C=C3C1CC2)Cl)N 4-chloro-2-(6-chloro-1,3,4,9-tetrahydro-2H-pyrido[3,4-b]indol-2-yl)-1,3-benzothiazol-6-amine